4-bromo-6-methyl-1H-indole-2-carboxylic acid BrC1=C2C=C(NC2=CC(=C1)C)C(=O)O